C1(CC1)S(=O)(=O)N1CC(C1)(N1N=CC(=C1)B1OC(C(O1)(C)C)(C)C)CC#N 2-[1-cyclopropylsulfonyl-3-[4-(4,4,5,5-tetramethyl-1,3,2-dioxaborolan-2-yl)pyrazol-1-yl]azetidin-3-yl]acetonitrile